N1=CC=C(C2=CN=CC=C12)C1=CC(=C(OC[C@](CC(C)C)(N)C)C=C1)C(F)(F)F (S)-1-(4-(1,6-naphthyridin-4-yl)-2-(trifluoromethyl)phenoxy)-2,4-dimethylpentan-2-amine